(3S,6S)-3-benzyl-6-carboxyethylpiperazin-2,5-dione C(C1=CC=CC=C1)[C@H]1C(N[C@H](C(N1)=O)CCC(=O)O)=O